C1(CC1)C1=C(C=CC=C1)P(C1=CC=CC=C1)C1=CC=CC=C1 cyclopropyl-triphenylphosphine